N-(8-chloro-quinolin-2-yl)-(4-trifluoromethoxy-phenylamino)-1-deoxy-β-D-glucopyranuronic acid ClC=1C=CC=C2C=CC(=NC12)N(C1=CC=C(C=C1)OC(F)(F)F)[C@H]1[C@H](O)[C@@H](O)[C@H](O)[C@H](O1)C(=O)O